ClC1=CC=C(C=C1)C1=C2C(=C(N=N1)NC1CN(CCC1)C)CN(CC2)C 1-(4-chlorophenyl)-6-methyl-N-(1-methylpiperidin-3-yl)-5,6,7,8-tetrahydropyrido[3,4-d]pyridazin-4-amine